C1(=CC=CC=C1)S(=O)(=O)CNC(OCC1=CC=CC=C1)=O benzyl ((phenylsulfonyl)methyl)carbamate